FC1=C(C=CC(=C1)OCCN1CCOCC1)CC(=O)N1CC2=CC(=CC=C2CC1)C(=O)O 2-[2-[2-fluoro-4-(2-morpholinoethoxy)phenyl]acetyl]-3,4-dihydro-1H-isoquinoline-7-carboxylic acid